FC1=CC=C(C2=CC=CC=C12)C=C 1-fluoro-4-vinylnaphthalene